The molecule is a N-acyl-beta-D-galactosylsphingosine in which the acyl group specified is hexacosanoyl. It has a role as a mouse metabolite. It derives from a hexacosanoic acid. CCCCCCCCCCCCCCCCCCCCCCCCCC(=O)N[C@@H](CO[C@H]1[C@@H]([C@H]([C@H]([C@H](O1)CO)O)O)O)[C@@H](/C=C/CCCCCCCCCCCCC)O